ONC(=O)C1=NOC(=C1)CCNC(C1=CC=C(C=C1)C(F)(F)F)=O N-hydroxy-5-(2-(4-(trifluoromethyl)benzamido)ethyl)isoxazole-3-carboxamide